2-[(4-{2,7-diazaspiro[3.5]nonan-2-yl}pyrimidin-5-yl)oxy]-5-fluoro-N-(2-hydroxyethyl)-N-(propan-2-yl)benzamide C1N(CC12CCNCC2)C2=NC=NC=C2OC2=C(C(=O)N(C(C)C)CCO)C=C(C=C2)F